acetic acid-2,2,2-d3 C(C([2H])([2H])[2H])(=O)O